C(C1=CC=CC=C1)OC1=CC(N(C=C1C=1C=NN(C1)C(C)C1=CC=CC=C1)C)=O 4-(benzyloxy)-1-methyl-5-(1-(1-phenylethyl)-1H-pyrazol-4-yl)pyridin-2(1H)-one